4-(1-(4-(Trifluoromethoxy)phenyl)-1H-1,2,4-triazol-3-yl)phenethyl (Z)-(3-(2-chloro-5-methylphenyl)-4-oxothiazolidin-2-ylidene)carbamate ClC1=C(C=C(C=C1)C)N1/C(/SCC1=O)=N/C(OCCC1=CC=C(C=C1)C1=NN(C=N1)C1=CC=C(C=C1)OC(F)(F)F)=O